4,4'-(2-ethyl-2-nitrotrimethylene)dimorpholine tert-Butyl-4'-((5-((2-bromobenzyl)carbamoyl)-2,3-dimethyl-1H-indol-1-yl)methyl)-[1,1'-biphenyl]-2-carboxylate C(C)(C)(C)OC(=O)C=1C(=CC=CC1)C1=CC=C(C=C1)CN1C(=C(C2=CC(=CC=C12)C(NCC1=C(C=CC=C1)Br)=O)C)C.C(C)C(CN1CCOCC1)(CN1CCOCC1)[N+](=O)[O-]